FC=1C=C(CNC=2C=C3C(=NNC3=CC2)/C=C/C(=O)NCC)C=C(C1)F (E)-3-(5-((3,5-difluorobenzyl)amino)-1H-indazol-3-yl)-N-ethylacrylamide